ClC1=CC(=CC(=N1)N1[C@@H](COCC1)C)C(C)(C)S(=O)(=O)C (R)-4-(6-chloro-4-(2-(methylsulfonyl)propan-2-yl)pyridin-2-yl)-3-methyl-morpholine